C(C)OC(=O)C=1C=C(C(=C2C(=C(NC12)C)C)N1C[C@@H]2N(CCC[C@@H]2C1)C(=O)OC(C)(C)C)F (RS-cis)-tert-Butyl 6-(7-(ethoxycarbonyl)-5-fluoro-2,3-dimethyl-1H-indol-4-yl)octahydro-1H-pyrrolo[3,4-b]pyridine-1-carboxylate